1-methyl-4-(1-tetrahydropyran-2-yl-3-vinyl-indazol-5-yl)pyrazole-3-carboxylic acid ethyl ester C(C)OC(=O)C1=NN(C=C1C=1C=C2C(=NN(C2=CC1)C1OCCCC1)C=C)C